(1S,2R)-1-((2R,3R,4S,6R)-4-acetoxy-3-(2-acetoxyacetamido)-6-(methoxycarbonyl)-6-(p-tolylthio)tetrahydro-2H-pyran-2-yl)propane-1,2,3-triyl triacetate C(C)(=O)O[C@H]([C@@H](COC(C)=O)OC(C)=O)[C@@H]1O[C@](C[C@@H]([C@H]1NC(COC(C)=O)=O)OC(C)=O)(SC1=CC=C(C=C1)C)C(=O)OC